C[Si](OC[C@H]1[C@@H](C[C@@H]2OCC(=CC[C@@H]21)CCCC(=O)O)OC2OCCCC2)(C(C)(C)C)C 4-[(5aR,6S,7R,8aS)-6-({[dimethyl(2-methyl-2-propanyl)silyl]oxy}methyl)-7-(tetrahydro-2H-pyran-2-yloxy)-5,5a,6,7,8,8a-hexahydro-2H-cyclopenta[b]oxepin-3-yl]butanoic acid